5-(2-(((1r,4r)-4-hydroxy-4-methylcyclohexyl)amino)-4-methoxy-7H-pyrrolo[2,3-d]pyrimidin-5-yl)-N-methylpyrazolo[1,5-a]pyridine-3-carboxamide OC1(CCC(CC1)NC=1N=C(C2=C(N1)NC=C2C2=CC=1N(C=C2)N=CC1C(=O)NC)OC)C